di-iron dithiolate S1SC(C=C1)C(=O)[O-].[Fe+2].[Fe+2].S1SC(C=C1)C(=O)[O-].S1SC(C=C1)C(=O)[O-].S1SC(C=C1)C(=O)[O-]